NCCCN1N=C(N=C1C1=NC(=CC2=C1C=NN2C)C(=O)N)C2=CC(=NN2CC)C 4-[1-(3-aminopropyl)-3-(1-ethyl-3-methyl-1H-pyrazol-5-yl)-1H-1,2,4-triazol-5-yl]-1-methyl-1H-pyrazolo[4,3-c]pyridine-6-carboxamide